methyl 4-(4-(benzofuran-3-yl) furan-2-yl)-4-oxobutanoate O1C=C(C2=C1C=CC=C2)C=2C=C(OC2)C(CCC(=O)OC)=O